4-oxo-2-(piperazin-1-ylmethyl)quinazoline O=C1NC(=NC2=CC=CC=C12)CN1CCNCC1